ClC1=CC=CC(=N1)C1CCN(CC1)CC=1N(C2=C(N1)C=CC(=C2)C(=O)OC)CCOC Methyl 2-[[4-(6-chloro-2-pyridyl)-1-piperidyl]methyl]-3-(2-methoxyethyl)benzimidazole-5-carboxylate